oxanorbornenedicarboxylic anhydride C123C(=CC(OC1)C2)C(=O)OC3=O